2-(4-bromophenyl)-1,5-dimethyl-1,2-dihydro-3H-pyrazol-3-one BrC1=CC=C(C=C1)N1N(C(=CC1=O)C)C